6-(3-Isopropyl-5-(piperidin-4-ylmethoxy)-1H-indol-2-yl)-7,8-dimethyl-[1,2,4]triazolo[4,3-a]pyridin C(C)(C)C1=C(NC2=CC=C(C=C12)OCC1CCNCC1)C=1C(=C(C=2N(C1)C=NN2)C)C